N-(4-(3-(2-aminopyrimidin-5-yl)-4-hydroxyphenoxy)-3-fluorophenyl)-4-ethoxy-1-(4-fluorophenyl)-2-oxo-1,2-dihydropyridine-3-carboxamide NC1=NC=C(C=N1)C=1C=C(OC2=C(C=C(C=C2)NC(=O)C=2C(N(C=CC2OCC)C2=CC=C(C=C2)F)=O)F)C=CC1O